N1N=NC2=NC(=CC=C21)C=2C=CC(=C(C(=O)NC1=CC=C(C=C1)OC(C)(C)C)C2)F 5-(1H-[1,2,3]Triazolo[4,5-b]pyridin-5-yl)-N-(4-(tert-butoxy)phenyl)-2-fluorobenzamide